3-(2-(3-(2-(5,6-dihydro-1,4,2-dioxazin-3-yl)-2-(methoxyimino)ethyl)-4-methylphenyl)-1,3-dioxolan-4-yl)-1-phenylpropan-1-one O1N=C(OCC1)C(CC=1C=C(C=CC1C)C1OCC(O1)CCC(=O)C1=CC=CC=C1)=NOC